2-(5-fluoro-2-thienyl)-4,4,5,5-tetramethyl-1,3,2-dioxaborolane FC1=CC=C(S1)B1OC(C(O1)(C)C)(C)C